NC1=C(C(=C(C=C1)CC(=O)N(C)C)C)C 2-(4-amino-2,3-dimethylphenyl)-N,N-dimethylacetamide